C(C1=CC=CC=C1)OC1=CC=C(C=C1)C1(CC1)C(N)=N 1-(4-(benzyloxy)phenyl)cyclopropane-carboximidamide